N[C@H]1CS(C2=C(N(C1=O)CC1=CC=C(C=C1)Cl)C=C(C(=C2)F)C=2OC(=NN2)C2CC1(CC(C1)N)C2)(=O)=O (3R)-3-amino-7-[5-(2-aminospiro[3.3]heptan-6-yl)-1,3,4-oxadiazol-2-yl]-5-[(4-chlorophenyl)methyl]-8-fluoro-1,1-dioxo-2,3-dihydro-1lambda6,5-benzothiazepin-4-one